6-[2-amino-3-(1-fluorocyclopropyl)propyl]-7-bromo-2-chloro-N-(thiophen-2-ylmethyl)pyrrolo[2,1-f][1,2,4]triazin-4-amine NC(CC=1C=C2C(=NC(=NN2C1Br)Cl)NCC=1SC=CC1)CC1(CC1)F